CN(C1=CC2=C(C=C(O2)C(=O)NS(=O)(=O)C2CCN(CC2)C(=O)OCC)C=C1)C ethyl 4-{[6-(dimethylamino)-1-benzofuran-2-carbonyl] sulfamoyl}piperidine-1-carboxylate